Bicyclo[2.2.2]octan-1-yl (5-bromo-2-methylpyridin-3-yl)carbamate BrC=1C=C(C(=NC1)C)NC(OC12CCC(CC1)CC2)=O